2-((3R,4S)-3-methoxy-1-((S)-1-phenylethyl)piperidin-4-yl)acetonitrile CO[C@H]1CN(CC[C@H]1CC#N)[C@@H](C)C1=CC=CC=C1